NC1=NC=CC=C1C1=NC=2C(=NC(=CC2)N2C(OCC2)=O)N1C1=CC=C(C=C1)CO[Si](C)(C)C(C)(C)C 3-(2-(2-aminopyridin-3-yl)-3-(4-(((tert-butyldimethylsilyl)oxy)methyl)phenyl)-3H-imidazolo[4,5-b]pyridin-5-yl)oxazolidin-2-one